1,2,3,4,4a,5-hexahydrobenzo[b]pyrazine N1C=2C(NCC1)CC=CC2